O(S(=O)(=O)C(F)(F)F)C1=NC(=C(C2=C1C=CS2)C2=C(C=C(C=C2)F)OC)C=2C=NN(C2)C2CN(C2)CC=C [7-(4-fluoro-2-methoxy-phenyl)-6-[1-(1-prop-2-enylazetidin-3-yl) pyrazol-4-yl] thieno[3,2-c]pyridin-4-yl] triflate